1-(3,4-dimethoxyphenyl)-2-(2-methoxyphenoxy)-1,3-propanediol COC=1C=C(C=CC1OC)C(C(CO)OC1=C(C=CC=C1)OC)O